BrC=1C(=C2C(=NC1)NC(=N2)C2=CC=C(C=C2)N2CCN(CC2)C(C(C)(C)C)=O)NC2CCN(CC2)C 6-Bromo-2-{4-[4-(2,2-dimethylpropanoyl)piperazin-1-yl]phenyl}-N-(1-methylpiperidin-4-yl)-3H-imidazo[4,5-b]pyridin-7-amine